B1=BB=[Si]=B1 silicon tetraboride